3-(1H-pyrazol-4-yl)-1-[(4-methylphenyl)dioxy-λ6-thio]-5-[4-(4-methylpiperazin-1-yl)phenyl]pyrrolo[2,3-b]pyridine N1N=CC(=C1)C1=CN(C2=NC=C(C=C21)C2=CC=C(C=C2)N2CCN(CC2)C)[SH4]OOC2=CC=C(C=C2)C